C(#N)CCNCCN1C(=NC2=C3CC[C@@H](NC3=CC=C21)C)CCN2N=CC=C2 (7S)-3-{2-[(2-Cyanoethyl)amino]ethyl}-7-methyl-2-[2-(1H-pyrazol-1-yl)ethyl]-3H,6H,7H,8H,9H-imidazo[4,5-f]chinolin